(4R)-N-[8-[3-chloro-5-(trifluoromethyl)phenyl]-4-(dimethylamino)-3-quinolyl]chromane-4-carboxamide ClC=1C=C(C=C(C1)C(F)(F)F)C=1C=CC=C2C(=C(C=NC12)NC(=O)[C@@H]1CCOC2=CC=CC=C12)N(C)C